C(CCCCC(C)C)C1=C(C(=CC(=C1)CC)CCCCCC(C)C)O 2,6-diisooctyl-p-ethylphenol